2-((2-(Bromomethyl)pyrimidin-5-yl)oxy)acetic acid BrCC1=NC=C(C=N1)OCC(=O)O